N-(2,2-difluoroethyl)-3-(3-fluoro-4-(5-methylhexa-1,3-diyn-1-yl)phenyl)-2-(5-hydroxy-6-oxo-1,6-dihydropyrimidin-4-yl)propanamide FC(CNC(C(CC1=CC(=C(C=C1)C#CC#CC(C)C)F)C=1N=CNC(C1O)=O)=O)F